1,2-propylene oxide C1C(C)O1